C1=CC(=CC=C1C(=O)O)[O-] The molecule is the conjugate base of 4-hydroxybenzoic acid, comprising a 4-hydroxybenzoic acid core with a proton missing to give a charge of -1. It has a role as a plant metabolite and a Saccharomyces cerevisiae metabolite. It derives from a benzoate. It is a conjugate base of a 4-hydroxybenzoic acid.